1-(4-(3-(6-(((3S,4R)-4-fluoropyrrolidin-3-yl)-amino)pyridin-2-yl)-imidazo[1,2-a]pyridin-6-yl)-1H-pyrazol-1-yl)-2-methylpropan-2-ol F[C@H]1[C@H](CNC1)NC1=CC=CC(=N1)C1=CN=C2N1C=C(C=C2)C=2C=NN(C2)CC(C)(O)C